C(CCCCCCC\C=C/CCCC)(=O)N myristoleic amide